(S)-2-((1-(2-((3-(2-((1,5-dimethyl-1H-pyrazol-3-yl)amino)-5-methylpyrimidin-4-yl)-1H-indol-7-yl)amino)-2-oxoethyl)pyrrolidin-3-yl)oxy)pyrimidine-4-carboxamide CN1N=C(C=C1C)NC1=NC=C(C(=N1)C1=CNC2=C(C=CC=C12)NC(CN1C[C@H](CC1)OC1=NC=CC(=N1)C(=O)N)=O)C